FC1=C(C(=CC=C1)O)C1=NC=C2C=C(N=CC2=C1)C1CN(CC1)C(C=C)=O 7-(2-Fluoro-6-hydroxyphenyl)-3-[1-(prop-2-enoyl)pyrrolidin-3-yl]-2,6-naphthyridin